C1=CC=CC=2C3=CC=CC=C3C(C12)COC(=O)N(C(C(=O)OC(C)(C)C)CCC=1C=NC=CC1C)C tert-Butyl 2-((((9H-fluoren-9-yl)methoxy) carbonyl)(methyl)amino)-4-(4-methylpyridin-3-yl)butanoate